3-bromo[1,1'-biphenyl] BrC=1C=C(C=CC1)C1=CC=CC=C1